C1=CC=CC=2C3=CC=CC=C3N(C12)C=1C=CC=2N(C3=CC=C(C=C3C2C1)N1C2=CC=CC=C2C=2C=CC=CC12)C1=CC=C(C=C1)C1=CC(=CC(=C1)C1=NC=CC=C1)C1=CC=C(C=C1)N1C2=CC=C(C=C2C=2C=C(C=CC12)N1C2=CC=CC=C2C=2C=CC=CC12)N1C2=CC=CC=C2C=2C=CC=CC12 4,4''-di(9'H-[9,3':6',9''-tercarbazol]-9'-yl)-5'-(pyridin-2-yl)-[1,1':3',1''-terphenyl]